C(C)(C)(C)OC(=O)N1C[C@H]([C@H](CC1)C(C1=C(C=C(C(=C1)Cl)Cl)OCC=C)=O)C |o1:9,10| (3S,4S)-rel-4-(2-(prop-2-en-1-yloxy)-4,5-dichlorobenzoyl)-3-methylpiperidine-1-carboxylic acid tert-butyl ester